C(C)O[Si](CCCN1CN(CCC1)C)(OCC)OCC 1-[3-(triethoxysilyl)-propyl]-3-methylhexa-hydropyrimidine